NC=1C(=C(C(=C(C(=O)OC)C1)F)C)O methyl 5-amino-2-fluoro-4-hydroxy-3-methylbenzoate